nickel-iron-tin [Sn].[Fe].[Ni]